N1CCC(CC1)C(C)N1CCC2(CCN(CC2)C(=O)OC(C)(C)C)CC1 tert-butyl 9-(1-(piperidin-4-yl)ethyl)-3,9-diazaspiro[5.5]undecane-3-carboxylate